ClC1=C(C(=C(C=C1)O)C1=CC=CC(=C1)C)O chloro-5'-methyl-[1,1'-biphenyl]-2,6-diol